4-(5-Ethyl-7-oxo-2-(2-oxaspiro[3.5]non-6-en-7-yl)-4,7-dihydro-[1,2,4]triazolo[1,5-a]pyrimidin-6-yl)piperazine-1-carboxylic acid tert-butyl ester C(C)(C)(C)OC(=O)N1CCN(CC1)C1=C(NC=2N(C1=O)N=C(N2)C2=CCC1(COC1)CC2)CC